N-(1-(5-(3-cyano-6-(2-hydroxy-2-methylpropoxy)pyrazolo[1,5-a]pyridin-4-yl)pyridin-2-yl)-4-methylpiperidin-4-yl)-2-methylisonicotinamide C(#N)C=1C=NN2C1C(=CC(=C2)OCC(C)(C)O)C=2C=CC(=NC2)N2CCC(CC2)(C)NC(C2=CC(=NC=C2)C)=O